3-amino-3-{[1-(cyclohexyloxy)-1-oxopent-3-yl]carbamoyl}propanoic acid NC(CC(=O)O)C(NC(CC(=O)OC1CCCCC1)CC)=O